C(C)(C)(C)C1=CC=CC(=N1)NC(OC1=CC=CC=C1)=O phenyl (6-(tert-butyl)pyridin-2-yl)carbamate